C(CCCCCC)(=O)OC[C@]1(O[C@H](C[C@@H]1OC(=O)OCCCCCCCCCCCCC)N1C2=NC(=NC(=C2N=C1)N)F)C#C ((2R,3S,5R)-5-(6-amino-2-fluoro-9H-purin-9-yl)-2-ethynyl-3-(((tridecyloxy) carbonyl) oxy)tetrahydrofuran-2-yl)methyl heptanoate